2-(2,6-dioxo-3-piperidyl)-5-[3-[2-(2-hydroxyethoxy)ethoxy]prop-1-ynyl]isoindoline-1,3-dione O=C1NC(CCC1N1C(C2=CC=C(C=C2C1=O)C#CCOCCOCCO)=O)=O